O=C(NCCOCCOCCOCCOCCOCCOCCOCCOCCOCCOCCOCCOCCC(=O)ON1C(CCC1=O)=O)C(CCCCCCCCCCC(=O)OCC1=CC=CC=C1)(C(=O)OCC1=CC=CC=C1)CCCCCCCCCCC 41,51-dibenzyl 1-(2,5-dioxopyrrolidin-1-yl) 40-oxo-41-undecyl-3,6,9,12,15,18,21,24,27,30,33,36-dodecaoxa-39-azahenpentacontane-1,41,51-tricarboxylate